BrC1=CC(=CC(=C1)OC(F)(F)F)SC 1-bromo-3-(methylsulfanyl)-5-(trifluoromethoxy)benzene